O1-tert-butyl O2-methyl (2S,4S)-4-[tert-butoxycarbonyl-[6-[2-[3-(dimethylamino)propoxy]-3-nitro-phenyl]-2-pyridyl]amino]pyrrolidine-1,2-dicarboxylate C(C)(C)(C)OC(=O)N([C@H]1C[C@H](N(C1)C(=O)OC(C)(C)C)C(=O)OC)C1=NC(=CC=C1)C1=C(C(=CC=C1)[N+](=O)[O-])OCCCN(C)C